NC(CO)(CO)CCC1=CC=C(C=C1)CCCCCCCC 2-amino-2-[2-(4-octylphenyl)ethyl]-propane-1,3-diol